4-bromo-2-(4-chlorophenyl)-1-ethoxymethyl-5-(trifluoromethyl)pyrrole-3-carbonitrile BrC=1C(=C(N(C1C(F)(F)F)COCC)C1=CC=C(C=C1)Cl)C#N